Cl.CNC[C@H]1OCCC2=C(C=CC=C12)C1=CC(=NC=C1)C |o1:4| rel-(S)-N-Methyl-1-(5-(2-methylpyridin-4-yl)isochroman-1-yl)methanamine hydrochloride salt